N1(CCOCC1)SC=1SC2=C(N1)C=CC=C2 2-(4-morpholinylthio)-benzothiazole